(S)-6-chloro-3-(1H-imidazol-1-yl)-5-methoxy-1-methyl-2-(5-(2,2,2-trifluoro-1-methoxyethyl)-1H-1,2,4-triazol-3-yl)-1H-pyrrolo[3,2-b]pyridine ClC=1C=C2C(=NC1OC)C(=C(N2C)C2=NNC(=N2)[C@@H](C(F)(F)F)OC)N2C=NC=C2